(2-fluoro-3-methoxy-6-(1H-pyrazol-1-yl)phenyl)methanamine FC1=C(C(=CC=C1OC)N1N=CC=C1)CN